5-bromo-N-(4-methoxybenzyl)-N-methyl-6-((4-(pentafluoro-lambda6-sulfanyl)benzyl)amino)pyridine-3-sulfonamide BrC=1C=C(C=NC1NCC1=CC=C(C=C1)S(F)(F)(F)(F)F)S(=O)(=O)N(C)CC1=CC=C(C=C1)OC